(R)-4-cyclopropyl-6-((6-fluoro-2-methylpyridin-3-yl)oxy)-2-methyl-N-(3-(S-methylsulfonimidoyl)phenyl)-3-(trifluoromethyl)benzamide C1(CC1)C1=C(C(=C(C(=O)NC2=CC(=CC=C2)[S@@](=O)(=N)C)C(=C1)OC=1C(=NC(=CC1)F)C)C)C(F)(F)F